4-(1-Methyl-6-(4-(methylsulfonyl)-4,7-diazaspiro[2.5]octan-7-yl)-1H-pyrazolo[3,4-d]pyrimidin-3-yl)naphthalen-2-ol CN1N=C(C=2C1=NC(=NC2)N2CCN(C1(CC1)C2)S(=O)(=O)C)C2=CC(=CC1=CC=CC=C21)O